2-amino-N-{(3S,4R)-4-[(4-{(1S)-1-[4-(2-hydroxyethyl)piperazin-1-yl]-2,3-dihydro-1H-inden-5-yl}phenyl)methoxy]oxolan-3-yl}-5-(1-methyl-1H-pyrazol-4-yl)pyridine-3-carboxamide NC1=NC=C(C=C1C(=O)N[C@H]1COC[C@@H]1OCC1=CC=C(C=C1)C=1C=C2CC[C@@H](C2=CC1)N1CCN(CC1)CCO)C=1C=NN(C1)C